tri-(n-hexyl)phosphine C(CCCCC)P(CCCCCC)CCCCCC